1-(4-(6-Chloro-3-methyl-1H-pyrazolo[4,3-c]pyridin-1-yl)-3-methoxyphenyl)-3-methylurea ClC1=CC2=C(C=N1)C(=NN2C2=C(C=C(C=C2)NC(=O)NC)OC)C